diethyl 1-chloro-5,7-dihydrocyclopenta[c]pyridine-6,6-dicarboxylate ClC1=NC=CC2=C1CC(C2)(C(=O)OCC)C(=O)OCC